2-(5-{[(1R,2S,3S,5S)-2-fluoro-1,5-dimethyl-9-azabicyclo[3.3.1]nonan-3-yl]oxy}pyrazin-2-yl)-5-(1H-pyrazol-4-yl)phenol F[C@H]1[C@]2(CCC[C@@](C[C@@H]1OC=1N=CC(=NC1)C1=C(C=C(C=C1)C=1C=NNC1)O)(N2)C)C